COC(CCC)(OC)OC.C(C)(OCCCC)(OCCCC)OCCCC tributyl ortho-acetate trimethyl-orthobutyrate